BrC1=C(C=CC=2NCCOC21)F 8-bromo-7-fluoro-3,4-dihydro-2H-1,4-benzoxazine